C(C)[C@@H]1N(C[C@H](N(C1)C(C)C1=CC=NC=C1)CC)C=1C=2N(N(C(C1)=O)C)C=C(N2)CC#N 2-(8-((2S,5R)-2,5-diethyl-4-(1-(pyridin-4-yl)ethyl)piperazin-1-yl)-5-methyl-6-oxo-5,6-dihydroimidazo[1,2-b]pyridazin-2-yl)acetonitrile